C(=C)C1=CC=C(COCCO)C=C1 2-(4-vinylbenzyloxy)ethanol